Cl.O1CCC(CC1)C=1N=CC2=C(N1)CNCC2 (tetrahydro-2H-pyran-4-yl)-5,6,7,8-tetrahydropyrido[3,4-d]pyrimidine hydrochloride